COC1(CN(CC1)CCCOC1=NC(=NC2=CC=CC=C12)C)C 4-(3-(3-methoxy-3-methylpyrrolidin-1-yl)propoxy)-2-methyl-quinazoline